ClC=1C=C(C=CC1OC)C1=CN=C(O1)CCl 5-(3-chloro-4-methoxyphenyl)-2-(chloromethyl)-1,3-oxazole